4-(4-(1-ethyl-4-(trifluoromethyl)-1H-imidazol-2-yl)benzyl)-2-(4,4,5,5-tetramethyl-1,3,2-dioxaborolan-2-yl)-6,7-dihydropyrazolo[1,5-a]pyrimidin-5(4H)-one C(C)N1C(=NC(=C1)C(F)(F)F)C1=CC=C(CN2C=3N(CCC2=O)N=C(C3)B3OC(C(O3)(C)C)(C)C)C=C1